2-(3-fluorophenyl)thiazole-4-carboxylic acid FC=1C=C(C=CC1)C=1SC=C(N1)C(=O)O